1-(4-methoxyphenyl)-N-methyl-N-[[(2S)-4-prop-2-ynylmorpholin-2-yl]methyl]methanamine COC1=CC=C(C=C1)CN(C[C@H]1CN(CCO1)CC#C)C